1,3-Diphenyl-propane-1,3-dione C1(=CC=CC=C1)C(CC(=O)C1=CC=CC=C1)=O